O=C1NCCNC[C@H]1NC1=NC2=C(C=CC=C2C=2N1N=C(N2)C=2C=NN(C2)C(C)C)C#N 5-{[(6R)-5-oxo-1,4-diazepan-6-yl]amino}-2-[1-(prop-2-yl)-1H-pyrazol-4-yl][1,2,4]triazolo[1,5-c]quinazoline-7-carbonitrile